ClC1=CC=C(CN2C3(CCN(C3)C3=NC=CC=C3)C(N(CC2=O)C2COCC2)=O)C=C1 6-(4-chlorobenzyl)-2-(pyridin-2-yl)-9-(tetrahydrofuran-3-yl)-2,6,9-triazaspiro[4.5]decane-7,10-dione